propenoic acid, ethyl ester C(C=C)(=O)OCC